BrC=1C=CC=2C(C(C3=CC=C(C=C3C2C1)Br)=O)=O 3,6-dibromo-9,10-phenanthrenequinone